C(N)(O[C@H](C1=CC=CC=C1)C)=O (S)-alpha-methylbenzyl carbamate